5-(8-chloroquinolin-6-yl)-3-((6-(methylamino)pyridin-3-yl)methoxy)-6-phenylpyrazin ClC=1C=C(C=C2C=CC=NC12)C=1N=C(C=NC1C1=CC=CC=C1)OCC=1C=NC(=CC1)NC